CO[Si](OC)(OC)CCCNC(C(=C)C)=O N-(trimethoxysilylpropyl)methacrylamide